(E)-3-(4-ethylphenyl)-1-(N-methyl-pyrrol-2-yl)prop-2-en-1-one C(C)C1=CC=C(C=C1)/C=C/C(=O)C=1N(C=CC1)C